bromo-3-((tert-butyldimethylsilyl)oxy)-2-methyl-2,3-dihydrobenzofuran-2-carboxylic acid ethyl ester C(C)OC(=O)C1(OC2=C(C1(O[Si](C)(C)C(C)(C)C)Br)C=CC=C2)C